4-((2,3-dimethyl-imidazol-1-yl)methylene)-4'-methyl-2,2'-bipyridine CC1N(C=CN1C)C=C1CC(=NC=C1)C1=NC=CC(=C1)C